CC1(OC=2C=C(C=C(C2C2=C1C=CC(=C2)C)O)O)C 6,6,9-trimethyl-6H-benzo[c]chromene-1,3-diol